tetrachloro-4,4'-diaminobiphenyl ClC1=C(C(=C(C(=C1C1=CC=C(C=C1)N)Cl)Cl)N)Cl